ClC1=CC=C(C=C1)C1=NC(=C2C(=N1)N(N=C2)C2=CC=C(C=C2)C)NC(=O)C=2SC(=CC2)[N+](=O)[O-] N-(6-(4-chlorophenyl)-1-(p-tolyl)-1H-pyrazolo[3,4-d]pyrimidin-4-yl)-5-nitrothiophene-2-carboxamide